C(C1=CC=CC=C1)C1CCN(CC1)C1=NN=C(C2=CC=CC=C12)CC1=CC=NC=C1 1-(4-benzylpiperidin-1-yl)-4-(pyridin-4-ylmethyl)phthalazine